3,4,5-trihydroxyoxane OC1COCC(C1O)O